2-(4-(3-isopropyl-2-(1-methyl-1H-pyrazolo[3,4-b]pyridin-5-yl)-1H-indol-5-yl)piperidin-1-yl)-N-methylacetamide C(C)(C)C1=C(NC2=CC=C(C=C12)C1CCN(CC1)CC(=O)NC)C=1C=C2C(=NC1)N(N=C2)C